COC(=O)C=1SC2=C(C1N)C(=CC=C2)F.BrC2=CC=C(C=C2)C(CN2N=C(N=N2)CCl)=O 1-(4-bromophenyl)-2-[5-(chloromethyl)-2H-1,2,3,4-tetrazol-2-yl]ethan-1-one methyl-3-amino-4-fluoro-1-benzothiophene-2-carboxylate